CC1=NC(=CC=C1C#CC1(CC1)CC(=O)O)C=1N=NN(C1NC(=O)O[C@H](C)C1=CC=CC=C1)C (R)-2-(1-((2-methyl-6-(1-methyl-5-(((1-phenylethoxy)carbonyl)amino)-1H-1,2,3-triazol-4-yl)pyridin-3-yl)ethynyl)cyclopropyl)acetic acid